Pentamethylcyclopentadienyl-dimethyl-(1-pentyl-6,6-dimethyl-1,5,6,7-tetrahydro-s-indacenyl)hafnium CC1=C(C(=C(C1([Hf](C1(C=CC2=CC=3CC(CC3C=C12)(C)C)CCCCC)(C)C)C)C)C)C